3,5-dimethylphenylthiourea CC=1C=C(C=C(C1)C)NC(=S)N